C(C)(C)O[Al](OS(=O)(=O)C1=C(C=C(C)C=C1)CCCCCCCCCCCC)OS(=O)(=O)C1=C(C=C(C)C=C1)CCCCCCCCCCCC isopropoxy-bis(dodecyltosyloxy)aluminum